O=C1NC2=C(SC1)N=CC(=C2)C(=O)N 2-oxo-2,3-dihydro-1H-pyrido[2,3-b][1,4]thiazine-7-carboxamide